ClC1=C(C(=CC=C1Cl)F)[C@]1(CN(CC1)C(C=C)=O)NC1=CC(=C2C(C(N(C2=C1)C)=O)(C)C)F 6-{[(3R)-3-(2,3-Dichloro-6-fluorophenyl)-1-(prop-2-enoyl)pyrrolidin-3-yl]amino}-4-fluoro-1,3,3-trimethylindol-2-one